7-chloro-2-(1H-pyrazol-1-yl)thieno[3,2-b]pyridin-5-amine ClC1=C2C(=NC(=C1)N)C=C(S2)N2N=CC=C2